ClCC(=O)NCCCCCNC1=NC2=CC(=C(C=C2C(=N1)NC1CCN(CC1)C1CCC1)OC)OC 2-chloro-N-(5-((4-((1-cyclobutylpiperidin-4-yl)amino)-6,7-dimethoxyquinazolin-2-yl)amino)pentyl)acetamide